6-(((dimethyl(oxo)-λ6-sulfanylidene)amino)pyridin-2-yl)-7H-pyrrolo[2,3-d]pyrimidin CS(=O)(C)=NC=1C(=NC=CC1)C1=CC2=C(N=CN=C2)N1